CC(CC[C@@H](C(=O)OC)NC(=O)C=1C=NC(=CC1)OC1=CC(=CC=C1)OC1CCN(CC1)C(COCCOCCOCC#C)=O)(C)C methyl (2S)-5,5-dimethyl-2-[[6-[3-[[1-[2-[2-(2-prop-2-ynoxyethoxy) ethoxy]acetyl]-4-piperidyl]oxy]phenoxy]pyridine-3-carbonyl]amino]hexanoate